1-(2-hydroxyethyl)-2,3-dimethylimidazolium tetracyanoborate C(#N)[B-](C#N)(C#N)C#N.OCCN1C(=[N+](C=C1)C)C